N1CC(C1)[C@@H]1CN(CCC1)CCNS(=O)(=O)N (3R)-3-(azetidin-3-yl)-1-[2-(aminosulfonylamino)ethyl]piperidine